N(=[N+]=[N-])CCC1=CC(=NN1C1=CC=C(C=C1)C(C)C)CC(=O)OC methyl 2-(5-(2-azidoethyl)-1-(4-isopropylphenyl)-1H-pyrazol-3-yl)acetate